OCCOCC(CO)O 3-(2-hydroxyethoxy)-1,2-propanediol